C1(CCCCC1)N(CC(CC)O)CC(CC)O N-cyclohexyl-N,N-bis(2-hydroxybutyl)amine